CC(C)(OC(N(CCOCCOCCOCCOS(=O)(=O)C1=CC=C(C=C1)C)C)=O)C 2,2,5-trimethyl-4-oxo-3,8,11,14-tetraoxa-5-azahexadecan-16-yl-4-methylbenzenesulfonate